3-(6-methylpyridin-2-yl)-4-(quinolin-4-yl)-1H-pyrazol CC1=CC=CC(=N1)C1=NNC=C1C1=CC=NC2=CC=CC=C12